ClC1=CN=C2N1C1=C(CCC2NC(=O)C2=NN(C=N2)CC2=C(C=CC=C2Cl)Cl)C=CC=C1 N-(1-chloro-5,6-dihydro-4H-benzo[f]imidazo[1,2-a]azepin-4-yl)-1-(2,6-dichlorobenzyl)-1H-1,2,4-triazole-3-carboxamide